[NH4+].[Li+] lithium monoammonium